6-[1-(2,2-difluoroethyl)-1H-pyrazolo[3,4-b]pyrazin-6-yl]-2-(3-methylbenzenesulfonyl)-2,6-diazaspiro[3.4]octane FC(CN1N=CC=2C1=NC(=CN2)N2CC1(CN(C1)S(=O)(=O)C1=CC(=CC=C1)C)CC2)F